C(C)(C)(C)OC(=O)N1C[C@H]2COC(C3=C(N2CC1)C=CC(=C3)[N+](=O)[O-])=O (S)-9-nitro-7-oxo-1,2,4a,5-tetrahydro-7H-benzo[e]pyrazino[2,1-c][1,4]oxazepine-3(4H)-carboxylic acid tert-butyl ester